2-bromo-3-formyl-4-hydroxybenzoic acid BrC1=C(C(=O)O)C=CC(=C1C=O)O